ClC1=C(C=CC(=C1)I)NC=1NC(CC1)C 2-(2-chloro-4-iodo-phenylamino)-5-methyl-pyrrolin